ICC1=CC2=CC=CC=C2C=C1CI 2,3-Bis(iodomethyl)naphthalin